NC1=NC(=NC=C1[N+](=O)[O-])C=1C=C2C=CN(C(C2=CC1F)=O)CCC[C@H](C)NC=1C=NNC(C1C(F)(F)F)=O 6-(4-amino-5-nitro-pyrimidin-2-yl)-7-fluoro-2-[(4S)-4-[[6-oxo-5-(trifluoromethyl)-1H-pyridazin-4-yl]amino]pentyl]isoquinolin-1-one